N-[2-(2,6-dioxopiperidin-3-yl)-1-oxo-3H-isoindol-5-yl]-6-methoxy-1H-pyrrolo[2,3-b]pyridine-5-carboxamide O=C1NC(CCC1N1C(C2=CC=C(C=C2C1)NC(=O)C=1C=C2C(=NC1OC)NC=C2)=O)=O